C(#N)C1(CC1)NC1CCN(CC1)C1=NC=C(C=N1)C=1C=CC=2N(C1)C(=C(N2)CC)N(C=2SC(=C(N2)C2=CC=C(C=C2)F)C#N)C 2-((6-(2-(4-((1-cyanocyclopropyl)amino)piperidin-1-yl)pyrimidin-5-yl)-2-ethylimidazo[1,2-a]pyridin-3-yl)(methyl)amino)-4-(4-fluorophenyl)thiazole-5-carbonitrile